(p-chlorophenyl)-2-trifluoromethyl-3-oxazoline ClC1=CC=C(C=C1)C1(OCC=N1)C(F)(F)F